dichloro(1,5-cyclooctadiene) ruthenium (II) [Ru+2].ClC1=C(CCC=CCC1)Cl